ClC1=C(C=CC=C1)C1(C(CCCC1)=O)[NH2+]C 1-(2-chlorophenyl)-N-methyl-2-oxocyclohexan-1-aminium